ClC=1C=CC2=C(C[C@@](O2)(C(=O)O)C)C1 (R)-5-chloro-2-methyl-2,3-dihydrobenzofuran-2-carboxylic acid